C(C=C)(=O)O.COC(C(C)O)O methoxypropylene glycol acrylate